N-[4-[4-[[2-(4-chlorophenyl)-4,4-dimethylcyclohexen-1-yl]methyl]piperazin-1-yl]-2-(1H-pyrrolo[2,3-b]pyridin-5-yloxy)phenyl]sulfonyl-4-(methoxymethyl)-3-nitrobenzamide ClC1=CC=C(C=C1)C1=C(CCC(C1)(C)C)CN1CCN(CC1)C1=CC(=C(C=C1)S(=O)(=O)NC(C1=CC(=C(C=C1)COC)[N+](=O)[O-])=O)OC=1C=C2C(=NC1)NC=C2